tert-butyl 1-(1-(phenylsulfonyl)-1H-pyrrolo[3,2-c]pyridin-6-yl)hydrazinecarboxylate C1(=CC=CC=C1)S(=O)(=O)N1C=CC=2C=NC(=CC21)N(N)C(=O)OC(C)(C)C